SCCSCCS mercaptoethyl Sulfide